(6S)-6-(3-Anilino-2-chloro-phenyl)-3-[(1-hydroxy-cyclopropyl)methyl]-2-imino-6-methylhexahydropyrimidin-4-one N(C1=CC=CC=C1)C=1C(=C(C=CC1)[C@@]1(CC(N(C(N1)=N)CC1(CC1)O)=O)C)Cl